1-(1-((5-(3,6-dihydro-2H-pyran-4-yl)pyridin-3-yl)sulfonyl)-5-(2-fluorophenyl)-1H-pyrrol-3-yl)-N-methyl-methylamine O1CCC(=CC1)C=1C=C(C=NC1)S(=O)(=O)N1C=C(C=C1C1=C(C=CC=C1)F)CNC